3-(2-cyanoprop-2-yl)-N-(4-methyl-3-(3-methyl-4-oxo-3,4-dihydro-quinazolin-6-ylamino)phenyl)benzamide C(#N)C(C)(C)C=1C=C(C(=O)NC2=CC(=C(C=C2)C)NC=2C=C3C(N(C=NC3=CC2)C)=O)C=CC1